O=C1[C@@H](N2CC[C@@H]1C2)COP(=O)(OC2=CC=CC=C2)N[C@@H](C)C(=O)OCC(CC)CC 2-ethylbutyl ((((1S,2S,4R)-3-oxo-1-azabicyclo[2.2.1]heptan-2-yl)methoxy)(phenoxy)phosphoryl)-L-alaninate